(3-{2-[(tert-butoxycarbonyl)(methyl)amino]ethoxy}pyridin-4-yl)boronic acid C(C)(C)(C)OC(=O)N(CCOC=1C=NC=CC1B(O)O)C